ClCC(=O)C(C(=O)N)(C)NC([C@H](CC1CCCCC1)NC(\C=C\C1=C(C=C(C=C1)Cl)F)=O)=O (2-chloroacetyl)-[[(2S)-2-[[(E)-3-(4-chloro-2-fluoro-phenyl)prop-2-enoyl]amino]-3-cyclohexyl-propionyl]amino]propionamide